C(CCCCCC(C)C)(=O)OCCCCCCCCCCC(C)C iso-tridecyl isononanoate